1-(4-bromo-2-methylphenyl)-1-((2s,3s,4s,5r,6r)-3,4,5-tris(benzyloxy)-6-((benzyloxy)methyl)tetrahydro-2H-pyran-2-yl)ethanol BrC1=CC(=C(C=C1)C(C)(O)[C@H]1O[C@@H]([C@H]([C@@H]([C@@H]1OCC1=CC=CC=C1)OCC1=CC=CC=C1)OCC1=CC=CC=C1)COCC1=CC=CC=C1)C